C(C=C)(=O)OCCCCC[SiH2]C(Cl)Cl acryloxyamyl-dichloromethylsilane